ClC1=CC=C(N=N1)C1OCC(CO1)NC(OCC1=CC=CC=C1)=O benzyl N-[2-(6-chloropyridazin-3-yl)-1,3-dioxan-5-yl]carbamate